N-(3-chloro-2-methylphenyl)-2-(pyrrolidin-1-yl)-6-({[2-(trifluoromethyl)phenyl]carbonyl}amino)-1H-benzoimidazole-4-carboxamide ClC=1C(=C(C=CC1)NC(=O)C1=CC(=CC=2NC(=NC21)N2CCCC2)NC(=O)C2=C(C=CC=C2)C(F)(F)F)C